1-(2-bromo-3,5-dimethoxymethylphenyl)-3-(furan-2-yl)-(2E)-2-propen-1-one BrC1=C(C=C(C=C1COC)COC)C(\C=C\C=1OC=CC1)=O